Triethyl-(hexyl)silane C(C)[Si](CCCCCC)(CC)CC